((3S,4S)-3-hydroxy-4-(6-methyl-3,4-dihydroisoquinolin-2(1H)-yl)piperidin-1-yl)(6-(2,2,2-trifluoroethoxy)pyridin-3-yl)methanone O[C@H]1CN(CC[C@@H]1N1CC2=CC=C(C=C2CC1)C)C(=O)C=1C=NC(=CC1)OCC(F)(F)F